C(C)(=O)OCCC=1C(=O)NC(C1)=O (2-acetoxyethyl)maleimide